3,5-dicarboxyphenyl-benzoic acid C(=O)(O)C=1C=C(C=C(C1)C(=O)O)C1=C(C(=O)O)C=CC=C1